5-benzyl-2-((2-(pyrrolidin-1-yl)ethyl)thio)-4,5-dihydro-1H-imidazole C(C1=CC=CC=C1)C1CN=C(N1)SCCN1CCCC1